heptafluoropropyl ether FC(C(F)(F)OC(C(C(F)(F)F)(F)F)(F)F)(C(F)(F)F)F